COCOC=1C(=CC2=CN(N=C2C1)C)C1=NC2=CC=C(C=C2C(=N1)C(NC)=O)N1C[C@@H](N(CC1)C(=O)OC(C)(C)C)C tert-butyl (S)-4-(2-(6-(methoxymethoxy)-2-methyl-2H-indazol-5-yl)-4-(methylcarbamoyl)quinazolin-6-yl)-2-methylpiperazine-1-carboxylate